5-chloro-1-(difluoromethyl)-1H-pyrazol-4-amine ClC1=C(C=NN1C(F)F)N